potassium fluorenate C1(=CC=CC=2C3=CC=CC=C3CC12)C(=O)[O-].[K+]